C(C)(C)(C)NC1=CC2=C(C=N1)CC1CCC2N1C(=O)NC1=CC(=C(C=C1)Cl)Cl (±)-3-(tert-butylamino)-N-(3,4-dichlorophenyl)-6,7,8,9-tetrahydro-5H-5,8-epiminocyclohepta[c]pyridine-10-carboxamide